6-fluoro-2-((5-fluoropyridin-3-yl)amino)-3-phenylquinazolin-4(3H)-one FC=1C=C2C(N(C(=NC2=CC1)NC=1C=NC=C(C1)F)C1=CC=CC=C1)=O